tert-butyl (S)-4-(7-(8-chloronaphthalen-1-yl)-8-fluoro-2-(((tetrahydro-1H-pyrrolizin-7a(5H)-yl)Methyl)amino)quinazolin-4-yl)-2-(cyanomethyl)piperazine-1-carboxylate ClC=1C=CC=C2C=CC=C(C12)C1=CC=C2C(=NC(=NC2=C1F)NCC12CCCN2CCC1)N1C[C@@H](N(CC1)C(=O)OC(C)(C)C)CC#N